FC1=C(C=C(C=C1)F)C1=C(C(=NC=C1)[C@H]1[C@@H](OCC1)C(F)(F)F)N 4-(2,5-difluorophenyl)-2-(rac-(trans)-2-(trifluoromethyl)tetrahydrofuran-3-yl)pyridin-3-amine